CC(C)(C)S(=O)N=C1CCOCC1 2-methyl-N-(oxan-4-ylidene)propane-2-sulfinamide